4-(7-bromo-9-methyl-2-(trifluoromethyl)imidazo[1,2-c]quinazolin-5-yl)morpholine BrC1=CC(=CC=2C=3N(C(=NC12)N1CCOCC1)C=C(N3)C(F)(F)F)C